1-[4-[4-(dimethylamino)piperidine-1-carbonyl]phenyl]-3-[4-(4,6-dimorpholin-4-yl-1,3,5-triazin-2-yl)phenyl]urea CN(C1CCN(CC1)C(=O)C1=CC=C(C=C1)NC(=O)NC1=CC=C(C=C1)C1=NC(=NC(=N1)N1CCOCC1)N1CCOCC1)C